(2s,3s,4r,5s)-5-(6-((3,5-dimethylbenzyl)amino)-2-(pyridin-3-yl)-9H-purin-9-yl)-3,4-dihydroxy-N-methyltetrahydrofuran-2-carboxamide CC=1C=C(CNC2=C3N=CN(C3=NC(=N2)C=2C=NC=CC2)[C@@H]2[C@@H]([C@@H]([C@H](O2)C(=O)NC)O)O)C=C(C1)C